NC=1OC2=C(C(=NC=C2N2C[C@@H](OCC2)C(=O)N2[C@H](C3=C(C=C(C=C3CC2)Cl)Cl)C)I)N1 ((R)-4-(2-amino-4-iodooxazolo[4,5-c]pyridin-7-yl)morpholin-2-yl)((S)-6,8-dichloro-1-methyl-3,4-dihydroisoquinolin-2(1H)-yl)methanone